ClC1=CC=C(C=C1)[B-](C1=CC=C(C=C1)Cl)(C1=CC=C(C=C1)Cl)C1=CC=C(C=C1)Cl.C(CCCCCCCCCCC)[N+](CCCCCCCCCCCC)(CCCCCCCCCCCC)CCCCCCCCCCCC tetra-dodecyl-ammonium tetra(4-chlorophenyl)borate